O=C1NC(CCC1N1C(C2=CC=CC(=C2C1=O)OCCOCCOCCOCCOCC1=CC=CC=C1)=O)=O 2-(2,6-Dioxopiperidin-3-yl)-4-((1-phenyl-2,5,8,11-tetraoxatridecan-13-yl)oxy)isoindoline-1,3-dione